1-benzyl-2,3-dimethyl-1,5,6,7,8,9-hexahydrocyclohepta[b]pyrrolo[3,2-e]pyridin-4-amine C(C1=CC=CC=C1)N1C(=C(C=2C(=C3C(=NC21)CCCCC3)N)C)C